COC1=C(C=C2C(=NC=NC2=C1)NC1=CC(=CC=C1)C=1N=NN(C1)C1=CC(=CC=C1)OC)OCCCN1CCOCC1 7-methoxy-N-(3-(1-(3-methoxyphenyl)-1H-1,2,3-triazol-4-yl)phenyl)-6-(3-morpholinopropoxy)quinazolin-4-amine